N1=CN=C(C2=CC=CC=C12)N1CCC(CC1)C(=O)NC quinazolin-4-yl-N-methylpiperidine-4-carboxamide